FC([C@H](C)O)(F)F (2S)-1,1,1-trifluoropropan-2-ol